[C@H]1(C[C@]2(CC1)C=1OC=C(COC3=CC=CC=C3C=3C=CN=C(C2)C3)N1)NS(=O)(=O)C N-[(1'S,14S)-spiro[8,12-dioxa-17,21-diazatetracyclo[14.3.1.110,13.02,7]henicosa-1(20),2,4,6,10,13(21),16,18-octaene-14,3'-cyclopentane]-1'-yl]methanesulfonamide